2-Chloro-N,N-DIMETHYLETHYLAMINE ClCCN(C)C